BrC1=C(C=CC=C1)[C@@H]1CN(CCC1)C1=CC(=NC(=N1)NC)NC (R)-6-(3-(2-bromophenyl)piperidin-1-yl)-N2,N4-dimethylpyrimidine-2,4-diamine